C(#C)C=1C=NC2=C(C=C(C=C2C1)OC(C(=O)NCCF)CC)C 2-[(3-ethynyl-8-methyl-6-quinolinyl)oxy]-N-(2-fluoroethyl)butyramide